OC(C(C)=O)=CC 3-hydroxy-3-penten-2-one